Cl.Cl.FC1=CC=C(C=C1)N1CCN(CC1)CC[C@@H]1NC(C2(C1)CCNCC2)=O (R)-3-(2-(4-(4-fluorophenyl)piperazin-1-yl)ethyl)-2,8-diazaspiro[4.5]Decane-1-one dihydrochloride